4-bromo-5-methyl-1-(3-methyl-2-oxa-tricyclo[3.3.1.13,7]dec-1-ylmethyl)-1H-pyrrole-2-carbonitrile BrC=1C=C(N(C1C)CC12OC3(CC(CC(C1)C3)C2)C)C#N